C[C@H]1N(CCOC1)C=1N=C2N(C(C1)=O)CC[C@H](N2CC=2OC(=NN2)C)C(F)(F)F (S)-2-((R)-3-Methyl-morpholin-4-yl)-9-(5-methyl-[1,3,4]oxadiazol-2-yl-methyl)-8-trifluoromethyl-6,7,8,9-tetrahydro-pyrimido[1,2-a]-pyrimidin-4-one